2-amino-N,2-dimethyl-propanamide NC(C(=O)NC)(C)C